N-((5-cyclopropyl-1H-indazol-4-yl)methyl)-3,5-difluoro-4-(trifluoromethyl)benzamide C1(CC1)C=1C(=C2C=NNC2=CC1)CNC(C1=CC(=C(C(=C1)F)C(F)(F)F)F)=O